ClC=1C=C(C=CC1C)N(S(=O)(=O)CC)CC1=NC=C(C=C1)C=1OC(=NN1)C(F)F N-(3-chloro-4-methylphenyl)-N-((5-(5-(difluoromethyl)-1,3,4-oxadiazol-2-yl)pyridin-2-yl)methyl)ethanesulfonamide